O1C(CC1)CN1C(=NC2=C1C=C(C=C2)C(=O)O)CN2CCC(CC2)C2=NC(=CC=C2)OCC2=CC=1C(=CN=CC1)S2 1-(oxetan-2-ylmethyl)-2-((4-(6-(thieno[2,3-c]pyridin-2-ylmethoxy)pyridin-2-yl)Piperidin-1-yl)methyl)-1H-benzo[d]imidazole-6-carboxylic acid